2-(triisopropylsilyl)thiazole-5-nitrile C(C)(C)[Si](C=1SC(=CN1)C#N)(C(C)C)C(C)C